C(C)OC(=O)C1=CN=C(N1C([2H])([2H])[2H])[N+](=O)[O-] 1-Methyl-d3-nitro-1H-imidazole-5-carboxylic acid ethyl ester